OC(=O)C(F)(F)F.COC=1C=C(C=C(C1CN1CCNCC1)OC)C=1C2=C(C(N(C1)C)=O)NN=C2 4-[3,5-dimethoxy-4-(piperazin-1-ylmethyl)phenyl]-6-methyl-1H-pyrazolo[3,4-c]pyridin-7-one TFA salt